undecenoic acid amide C(C=CCCCCCCCC)(=O)N